1,4-bis-(2-(thiobenzoylthio)propan-2-yl)benzene C(C1=CC=CC=C1)(=S)SC(C)(C)C1=CC=C(C=C1)C(C)(C)SC(C1=CC=CC=C1)=S